C(CCC(=O)OCCCCCCCCCCCCCCCCCC)(=O)OC(C)(C)C mono-tert-butyl stearyl succinate